COC1=CC=2N(N=C1C1CC3(C1)CCC3)C=CN2 7-methoxy-6-spiro[3.3]heptan-2-yl-imidazo[1,2-b]pyridazine